4-(2-methylphenyl)piperazine CC1=C(C=CC=C1)N1CCNCC1